[Cl-].C1(CCCCC1)C1CC2(C[NH2+]C2)CC1 6-cyclohexyl-2-azaspiro[3.4]octane-2-ium chloride